S1C(C(CC1)O)O tetrahydrothiophenediol